COC1=CC2=C(N(N=N2)C2=CC=C(CNS(=O)(=O)N)C=C2)C=C1C N-(4-(5-methoxy-6-methyl-1H-benzo[d][1,2,3]triazol-1-yl)benzyl)sulfamide